C1NCC12CC(C2)CC2=CC=C(C=N2)S(C(F)(F)F)(=O)=N [6-(2-Azaspiro[3.3]heptan-6-ylmethyl)-3-pyridyl]-imino-oxo-(trifluoromethyl)-λ6-sulfane